C(CCCCCCCCCCC)OS(=O)(=O)C1=CC=CC=C1.[Ca].C[Si](OCC)(C)CN1CNCC1 N-(dimethylethoxysilylmethyl)imidazolidine calcium dodecyl-benzenesulfonate salt